ClC1=C(C2=C([C@]3(OCC2O)C[C@@H](N(CC3)CC=3C=NN(C3)CCS(=O)(=O)C)C)S1)C (2S,4R)-2'-chloro-2,3'-dimethyl-1-((1-(2-(methylsulfonyl)ethyl)-1H-pyrazol-4-yl)methyl)-4',5'-dihydrospiro[piperidine-4,7'-thieno[2,3-c]pyran]-4'-ol